(R)-2-(trifluoromethyl)-6,7-dihydro-5H-cyclopenta[b]pyridin-5-amine FC(C1=CC=C2C(=N1)CC[C@H]2N)(F)F